(R)-((trans)-3-methoxycyclobutyl)(6-(2-methyl-2H-pyrazolo[3,4-b]pyridin-5-yl)thieno[2,3-b]pyridin-2-yl)methanol CO[C@@H]1C[C@H](C1)[C@@H](O)C1=CC=2C(=NC(=CC2)C2=CC=3C(N=C2)=NN(C3)C)S1